4-(benzyloxy)-2-(2,2-dibromovinyl)aniline C(C1=CC=CC=C1)OC1=CC(=C(N)C=C1)C=C(Br)Br